4-naphthalenediformaldehyde C1(=CC=C(C2=CC=CC=C12)C=O)C=O